((2R)-1-[4-[(R)-amino(5-chloro-2-hydroxy-4-methylphenyl)methyl]piperidin-1-yl]-2,3-dihydroxypropan-1-one) cinnamate C(C=CC1=CC=CC=C1)(=O)O.N[C@H](C1CCN(CC1)C([C@@H](CO)O)=O)C1=C(C=C(C(=C1)Cl)C)O